6-(6-morpholinopyridin-2-yl)pyrazine-2-carboxamide O1CCN(CC1)C1=CC=CC(=N1)C1=CN=CC(=N1)C(=O)N